(2,4-di-tert-butylphenyl)-4,4'-biphenyldiphosphonite C(C)(C)(C)C1=C(C=CC(=C1)C(C)(C)C)OP([O-])C1=CC=C(C=C1)C1=CC=C(C=C1)P([O-])[O-]